OC1(CCNCC1)CN(C(OC(C)(C)C)=O)C tert-butyl N-[(4-hydroxy-4-piperidyl)methyl]-N-methyl-carbamate